5-oxo-7-[4-(propan-2-yl)phenyl]-2H,3H,5H-[1,3]thiazolo[3,2-a]pyrimidine-6-carbonitrile O=C1C(=C(N=C2N1CCS2)C2=CC=C(C=C2)C(C)C)C#N